O=C(C(=O)OCC(CCCC)CC)CC(C1=CC=CC=C1)=O 2-ethylhexyl 2,4-dioxo-4-phenylbutanoate